Cl.N1C[C@@H](CC1)C1=NC(=NO1)C1=CC=C(C=C1)CCCCCCCCCCC (R)-5-(pyrrolidin-3-yl)-3-(4-undecylphenyl)-1,2,4-oxadiazole hydrochloride